[Si](C1=CC=CC=C1)(C1=CC=CC=C1)(C(C)(C)C)O[C@H]1CC(NC1)(C(=O)O)CCCCl (4S)-4-((tert-Butyldiphenylsilyl)oxy)-2-(3-chloropropyl)pyrrolidine-2-carboxylic acid